C1(CC1)C1=CC=C(C=C1)C=1C=C(C(=NC1)C=1SC2=NC=C(C=C2N1)C(F)(F)F)SCC 5-(4-cyclopropylphenyl)-3-(ethylsulfanyl)-2-[6-(trifluoromethyl)-[1,3]thiazolo[5,4-b]pyridin-2-yl]pyridine